C(C)N(CCNCC)CC N,N,N'-Triethyl-ethylendiamine